tert-butyl (2-(4-amino-2-((methylsulfinyl)methyl)phenyl)cyclopropyl)carbamate NC1=CC(=C(C=C1)C1C(C1)NC(OC(C)(C)C)=O)CS(=O)C